CCC(Br)Br dibromopropane